O1CCC(CC1)C1(CCC1)C(=O)O 1-tetrahydropyran-4-ylcyclobutanecarboxylic acid